(2R,3R)-3-((1-(3-tert-butylphenyl)-1H-1,2,3-triazol-4-yl)-methoxy)-2-(2,4-difluorophenyl)-1-(1H-1,2,4-triazol-1-yl)butan-2-ol C(C)(C)(C)C=1C=C(C=CC1)N1N=NC(=C1)CO[C@@H]([C@@](CN1N=CN=C1)(O)C1=C(C=C(C=C1)F)F)C